1,3,3,5,5-hexamethyltrisiloxane C[Si](C)O[Si](C)(C)O[Si](C)C